N1C[C@H](CC1)NC(C1=CC=CC=C1)=O N-[(3S)-pyrrolidin-3-yl]benzamide